5-(1-(4'-ethoxy-[1,1'-biphenyl]-3-yl)ethyl)-3-(4-methyl-3-nitrophenyl)-1,2,4-oxadiazole C(C)OC1=CC=C(C=C1)C1=CC(=CC=C1)C(C)C1=NC(=NO1)C1=CC(=C(C=C1)C)[N+](=O)[O-]